C(C)(=O)C1=NC(=CC(=N1)C(=O)N1CCN(CC1)C(C=CC1=CC2=C(OC(O2)(F)F)C=C1)=O)OC 1-(4-(2-acetyl-6-methoxypyrimidine-4-carbonyl)piperazin-1-yl)-3-(2,2-difluorobenzo[d][1,3]dioxol-5-yl)prop-2-en-1-one